N1=C(N=CC=C1)CNC(=O)C=1C=NC2=C(C=CC=C2C1)C1=CCC(CC1)C(F)(F)F N-(pyrimidin-2-ylmethyl)-8-(4-(trifluoromethyl)cyclohex-1-en-1-yl)quinoline-3-carboxamide